ClC1=C(CN2N=NC(=C2)C(=O)OCC)C=CC(=C1)Cl ethyl 1-(2,4-dichlorobenzyl)-1H-1,2,3-triazole-4-carboxylate